FC(C1NCCCC1N=S(=O)(C)C)F ((2-(difluoromethyl)piperidin-3-yl)imino)dimethyl-λ6-sulfanone